CS(=O)(=O)C=1OC(=NN1)C=1N=C(SC1)C1=C(C=CC=C1)Cl 2-(methylsulfonyl)-5-(2-(o-chlorophenyl)thiazol-4-yl)-1,3,4-oxadiazole